C1(CCCCC1)C[C@@H](C(=O)OC)NC(=O)C1=CN=C(S1)CNC1=CC(=NC=C1)C(F)(F)F methyl (2S)-3-cyclohexyl-2-[[2-[[[2-(trifluoromethyl)-4-pyridyl]amino]methyl]thiazole-5-carbonyl]amino]propanoate